FC=1C=2N(C=C(C1)C(NC1=CC(=C(C=N1)N1CCN(CC1)C(=O)OC(C)(C)C)C)=N)C=C(N2)C tert-butyl 4-(6-(8-fluoro-2-methylimidazo[1,2-a]pyridine-6-carboximidamido)-4-methylpyridin-3-yl)piperazine-1-carboxylate